C(C1=CC=CC=C1)SC1=NNN=C1 4-(benzylthio)-2H-1,2,3-triazole